ClC1=CC=C(S1)CNC1=CC(=NN1C(=O)C=1N=CSC1)C1NCCC1 N-[(5-chlorothiophen-2-yl)methyl]-3-(pyrrolidin-2-yl)-1-(1,3-thiazole-4-carbonyl)-1H-pyrazol-5-amine